3-Pentyloctyl 8-(4-(dimethylamino)-N-(8-oxo-8-((3-pentyloctyl)oxy)octyl)-butanamido)-octadecenoate CN(CCCC(=O)N(CCCCCCCC(OCCC(CCCCC)CCCCC)=O)C(CCCCC=CC(=O)OCCC(CCCCC)CCCCC)CCCCCCCCCC)C